C(C)(C)(C)OC(=O)N1C2CCC([C@H]1C(=O)N1CC3(CC1)CN(CC3)C3=NC=NC=C3OC3=C(C=C(C=C3)F)C(N(C(C)C)C(C)C)=O)CC2 (1R,3S,4R)-3-[7-(5-{2-[bis(propan-2-yl)carbamoyl]-4-fluorophenoxy}pyrimidin-4-yl)-2,7-diazaspiro[4.4]nonane-2-carbonyl]-2-azabicyclo[2.2.2]octane-2-carboxylic acid tert-butyl ester